C(C)(C)(C)N(C(O)=O)[C@@H]1CC[C@H](CC1)N1CC2=CC=C(C=C2C1)Br.FC1=C(C=CC(=C1)F)C1=CC(=CC=C1)[C@@H]1NOCC1 (R)-3-(2',4'-difluoro-[1,1'-biphenyl]-3-yl)isoxazolidine tert-butyl-((trans)-4-(5-bromoisoindolin-2-yl)cyclohexyl)carbamate